(3'R)-2-(6-amino-5-cyanopyridin-3-yl)-N-[2-(pyridin-2-yl)propan-2-yl]-6,7-dihydrospiro[pyrazolo[5,1-c][1,4]oxazine-4,3'-pyrrolidine]-1'-carboxamide NC1=C(C=C(C=N1)C1=NN2C(=C1)[C@@]1(CN(CC1)C(=O)NC(C)(C)C1=NC=CC=C1)OCC2)C#N